C1(CC1)C(=O)N1CCC2(CN(C2)C(=O)OC(C)(C)C)CC1 tert-butyl 7-(cyclopropanecarbonyl)-2,7-diazaspiro[3.5]nonane-2-carboxylate